C(C)N(CC)CC.N1N=NN=C1C1=C(C=CC(=C1)C(F)(F)F)C(CCCC)O 1-(2-(1H-Tetrazol-5-yl)-4-(trifluoromethyl)phenyl)pentan-1-ol triethylamine salt